CC1CN2C(C=3C=NN=C(C31)C(C)=O)=CC(=N2)C(F)(F)F 1-(5-methyl-9-(trifluoromethyl)-5,6-dihydropyrazolo[1',5':1,2]pyrido[3,4-d]pyridazin-4-yl)ethan-1-one